2-(3-benzoyl-phenyl)acetic acid pivalic anhydride C(C(C)(C)C)(=O)OC(CC1=CC(=CC=C1)C(C1=CC=CC=C1)=O)=O